C(C)(=O)SCCCC(=O)O 4-(acetylthio)butanoic acid